2,4,6-trimethyl-4-phenoxypiperidine hydrochloride Cl.CC1NC(CC(C1)(OC1=CC=CC=C1)C)C